FC1=CC=C(C=C1)[C@H](C)NC1=NC(=CC(=N1)NC1=NC=CN=C1)C1=NNC=C1 (S)-N2-[1-(4-fluorophenyl)ethyl]-N4-(pyrazin-2-yl)-6-(1H-pyrazol-3-yl)pyrimidine-2,4-diamine